ClC1=C(C(=O)N2CC3CCC(C2)N3C3=CC(=CC(=N3)CNC(CC(C)C)=O)S(=O)(=O)N3CC(CC3)(F)F)C=CC(=C1)F N-[[6-[3-(2-chloro-4-fluoro-benzoyl)-3,8-diazabicyclo[3.2.1]octan-8-yl]-4-(3,3-difluoropyrrolidin-1-yl)sulfonyl-2-pyridyl]methyl]-3-methyl-butanamide